4-(3-(methylsulfonyl)phenyl)-1-propyl-piperidine CS(=O)(=O)C=1C=C(C=CC1)C1CCN(CC1)CCC